acrylamido-propyltriethoxysilan C(C=C)(=O)NC(C)O[Si](OCC)(OCC)CCC